Cis-3-fluorocyclobutylamine hydrochloride Cl.F[C@H]1C[C@H](C1)N